C(C(CBr)(CBr)CBr)OP(=O)(OCC(CBr)(CBr)CBr)OCC(CBr)(CBr)CBr tris(tribromoneopentyl) phosphate